tert-butyl-[(2-chloro-3-fluoro-4-pyridinyl)methoxy]-dimethylsilane C(C)(C)(C)[Si](C)(C)OCC1=C(C(=NC=C1)Cl)F